tert-butyl 2-(5-fluoro-2-((5-(4-methylpiperazin-1-yl)-2-(trifluoromethoxy) phenyl) amino) pyrimidin-4-yl)-4-oxo-2,4,6,7-tetrahydro-5H-pyrrolo[3,4-c]pyridine-5-carboxylate FC=1C(=NC(=NC1)NC1=C(C=CC(=C1)N1CCN(CC1)C)OC(F)(F)F)N1C=C2C(N(CCC2=C1)C(=O)OC(C)(C)C)=O